C(C)O[Si](CCCNCCC[Si](OCC)(OCC)OCC)(OCC)OCC bis-[gamma-(triethoxysilyl)propyl]amine